COC(=O)C=1N=CN(C1)C1CC(C1)OC1CCN(CC1)C(=O)OC(C)(C)C tert-butyl 4-[3-(4-methoxycarbonylimidazol-1-yl)cyclobutoxy]piperidine-1-carboxylate